FC1=C(OC=2N=NC(=C(N2)NC2=CC=C(C=C2)C2CCN(CC2)CC2CN(CC2)C=2C=C3C(N(C(C3=CC2)=O)C2C(NC(CC2)=O)=O)=O)C(=O)N)C=CC=C1F 3-(2,3-difluorophenoxy)-5-((4-(1-((1-(2-(2,6-dioxopiperidin-3-yl)-1,3-dioxoisoindolin-5-yl)pyrrolidin-3-yl)methyl)piperidin-4-yl)phenyl)amino)-1,2,4-triazine-6-carboxamide